NC1=C2C=NC(=NC2=CC(=C1F)C1=C(C2=C(OCCN2)N=C1)C)NC=1C=CC2=C(CCS(C2)(=O)=O)C1 6-{[5-amino-6-fluoro-7-(8-methyl-2,3-dihydro-1H-pyrido[2,3-b][1,4]oxazin-7-yl)quinazolin-2-yl]amino}-3,4-dihydro-2-benzothiopyran-2,2(1H)-dione